4-((2S,4S)-4-ethoxy-1-((5-methoxy-7-methyl-1H-indol-4-yl)methyl)piperidin-2-yl)benzoic acid hydrochloride Cl.C(C)O[C@@H]1C[C@H](N(CC1)CC1=C2C=CNC2=C(C=C1OC)C)C1=CC=C(C(=O)O)C=C1